P(OCO[C@H]1O[C@H](C(=C1)F)N1C(NC(C(=C1)C)=O)=O)([O-])=O.[NH4+] ammonium ((((2R,5R)-4-fluoro-5-(5-methyl-2,4-dioxo-3,4-dihydropyrimidin-1(2H)-yl)-2,5-dihydrofuran-2-yl)oxy)methyl) phosphonate